NC1=NC=NC=2N(C=3C=CC=C(C3C21)C(=O)OC)CC(=O)N2[C@@H]1C[C@@]1(C[C@H]2C(NC2=NC(=CC=C2)Br)=O)C methyl 4-amino-9-(2-((1R,3S,5R)-3-((6-bromopyridin-2-yl)carbamoyl)-5-methyl-2-azabicyclo[3.1.0]hexan-2-yl)-2-oxoethyl)-9H-pyrimido[4,5-b]indole-5-carboxylate